6-difluoromethylphenanthridine FC(C=1N=C2C=CC=CC2=C2C=CC=CC12)F